ClC=1C(=NC=C(C1)C(F)(F)F)C(CCCN)N 1-(3-chloro-5-trifluoromethyl-2-pyridyl)-1,4-butanediamine